cobalt-chromium-tungsten-nickel-aluminum [Al].[Ni].[W].[Cr].[Co]